N1(CCCCCC1)CC=1C=CC(=NC1)C#CC1=C2C(N(C(=NC2=CC=C1)C)C1C(NC(CC1)=O)=O)=O 3-(5-((5-(azepan-1-ylmethyl)pyridin-2-yl)ethynyl)-2-methyl-4-oxoquinazolin-3(4H)-yl)piperidine-2,6-dione